tert-butyl (R)-(1-(7-(3,4-dimethoxyphenyl)pyrazolo[1,5-a]pyrimidine-2-carbonyl)pyrrolidin-3-yl)carbamate COC=1C=C(C=CC1OC)C1=CC=NC=2N1N=C(C2)C(=O)N2C[C@@H](CC2)NC(OC(C)(C)C)=O